8-(1-aminoethyl)-2-(4-fluorophenyl)-3,6-dimethylquinazolin-4(3H)-one NC(C)C=1C=C(C=C2C(N(C(=NC12)C1=CC=C(C=C1)F)C)=O)C